(4-((6-amino-5-cyanopyrimidin-4-yl)oxy)-2-fluorophenyl)-3-(3-(tert-butyl)-1-cyclohexyl-1H-pyrazol-5-yl)urea NC1=C(C(=NC=N1)OC1=CC(=C(C=C1)NC(=O)NC1=CC(=NN1C1CCCCC1)C(C)(C)C)F)C#N